tert-butyl 4-(2-((2-((3-(trifluoromethyl)phenethyl)amino)quinazolin-4-yl)amino)ethyl)piperazine-1-carboxylate FC(C=1C=C(CCNC2=NC3=CC=CC=C3C(=N2)NCCN2CCN(CC2)C(=O)OC(C)(C)C)C=CC1)(F)F